5-(3-(difluoromethyl)imidazo[1,2-b]pyridazin-6-yl)-N-(cis-4-(trifluoromethoxy)cyclohexyl)-7H-pyrrolo[2,3-d]pyrimidin-2-amine FC(C1=CN=C2N1N=C(C=C2)C2=CNC=1N=C(N=CC12)N[C@@H]1CC[C@@H](CC1)OC(F)(F)F)F